(S)-2-cyclopentyl-5-phenyl-2,5,6,7-tetrahydro-3H-pyrrolo[2,1-c][1,2,4]triazol-3-one C1(CCCC1)N1N=C2N(C1=O)[C@@H](CC2)C2=CC=CC=C2